C(C1=CC=CC=C1)N1N=C(C2=CC=CC=C12)COCCCO 3-[(1-benzyl-1H-indazol-3-yl)methoxy]propan-1-ol